C(#N)C1=CC=C(C(=O)NCC2=CC=C(C=C2)C=2N(C3=CC=CC(=C3C2)NC2CCS(CC2)(=O)=O)CC(F)(F)F)C=C1 4-cyano-N-[(4-{4-[(1,1-dioxo-1λ6-thian-4-yl)amino]-1-(2,2,2-trifluoroethyl)-1H-indol-2-yl}phenyl)methyl]benzamide